2-butyl-3,1-benzoOxazin-4-one C(CCC)C1=NC2=C(C(O1)=O)C=CC=C2